COC(C=CC1=C(C=C(C=C1)C(C)C)C(C)C)=O 2,4-diisopropylcinnamic acid methyl ester